FC(C1=C(C2=C(S1)C=CC(=C2)C(NC2=CC=CC=C2)=O)CO)(F)P(OCC)(OCC)=O diethyl (difluoro(3-(hydroxymethyl)-5-(phenylcarbamoyl)benzo[b]thiophen-2-yl)methyl)phosphonate